N-[4-[[3-[2-[(1r,4r)-(4-Aminocyclohexyl)amino]pyrimidin-4-yl]-4-pyridyl]oxy]-2-chlorophenyl]benzenesulfonamide NC1CCC(CC1)NC1=NC=CC(=N1)C=1C=NC=CC1OC1=CC(=C(C=C1)NS(=O)(=O)C1=CC=CC=C1)Cl